monobromobenzene BrC1=CC=CC=C1